N-(6-chloro-4-methoxypyridin-3-yl)-3-(2-cyclopentylphenyl)-1-sulfamoylazetidine-3-carboxamide ClC1=CC(=C(C=N1)NC(=O)C1(CN(C1)S(N)(=O)=O)C1=C(C=CC=C1)C1CCCC1)OC